benzyl-5-hydroxypyrazole C(C1=CC=CC=C1)C1=NNC(=C1)O